C(CCCCCCC\C=C/CCCCCCCC)(=O)OC[C@@H](OO)COP(=O)(O)OCCN 1-oleoyl-2-hydroxy-sn-glycero-3-phosphoethanolamine